(S)-Methyl 2,3-dihydroxyglycerate OC(C(=O)OC)(O)C(O)O